di-tert-butyl(2',4',6'-triisopropyl-3,6-dimethoxy-2-biphenylyl)phosphine C(C)(C)(C)P(C1=C(C(=CC=C1OC)OC)C1=C(C=C(C=C1C(C)C)C(C)C)C(C)C)C(C)(C)C